N-(3-chloro-5-methanesulfonamidophenyl)-4-{3-[(3,5-difluorophenyl)methoxy]-5-fluoropyridin-2-yl}-5-methoxythiophene-2-carboxamide ClC=1C=C(C=C(C1)NS(=O)(=O)C)NC(=O)C=1SC(=C(C1)C1=NC=C(C=C1OCC1=CC(=CC(=C1)F)F)F)OC